CC1=CC2=C(N=C(N=C2NCCCC2=CC=C(C=C2)C2=CC=C(C=C2)OC(F)(F)F)C(C)=O)S1 1-(6-methyl-4-((3-(4'-(trifluoromethoxy)-[1,1'-biphenyl]-4-yl)propyl)amino)thieno[2,3-d]pyrimidin-2-yl)ethan-1-one